C1CCC2=C(C=3CCCC3C=C12)NC(=O)N=[S@@](=O)(N)C=1C=NN2C1OC[C@@](C2)(C)COC (S,6R)-N'-((1,2,3,5,6,7-hexahydro-s-indacen-4-yl)carbamoyl)-6-(methoxymethyl)-6-methyl-6,7-dihydro-5H-pyrazolo[5,1-b][1,3]oxazine-3-sulfonimidamide